1,1-bis(4-hydroxyphenyl)hexadecane OC1=CC=C(C=C1)C(CCCCCCCCCCCCCCC)C1=CC=C(C=C1)O